[C@H]12CCC[C@@H]2C1C(=O)O (1R,5S,6r)-bicyclo[3.1.0]hexane-6-carboxylic acid